4-{[3-(1-benzyl-1H-benzo[d][1,2,3]triazol-5-yl)-5-(4-methylphenyl)-1H-pyrazol-1-yl]methyl}-N-hydroxybenzamide C(C1=CC=CC=C1)N1N=NC2=C1C=CC(=C2)C2=NN(C(=C2)C2=CC=C(C=C2)C)CC2=CC=C(C(=O)NO)C=C2